ClCCCC(C[C@H](N)C(=O)[O-])C(=O)[O-] gamma-3-chloropropyl-L-glutamate